C(C)NC1=NC=C(C(=O)NC2=CC(=CC=C2)[C@H](C)NC2=CN=C3C(=N2)N(N=C3)C)C=C1C (S)-6-(ethylamino)-5-methyl-N-(3-(1-((1-methyl-1H-pyrazolo[3,4-b]pyrazin-6-yl)amino)ethyl)phenyl)nicotinamide